(1R,4R)-4-((5-amino-8-(p-tolyl)pyrido[4,3-d]pyrimidin-2-yl)amino)cyclohexane-1-ol NC1=NC=C(C=2N=C(N=CC21)NC2CCC(CC2)O)C2=CC=C(C=C2)C